[Al].C(CCCCCCC\C=C/CCCCCCCC)OCC(COC(CN(C)C)=O)OCCCCCCCC\C=C/CCCCCCCC 1,2-dioleoxy-3-(dimethylamino)acetoxypropane Aluminium